O1CC[C@@H](C2=CC=CC=C12)NC(=O)C=1C=NC2=C(C=CC=C2C1N(C)C)N1CCCCC1 N-[(4S)-3,4-dihydro-2H-chromen-4-yl]-4-(dimethylamino)-8-(piperidin-1-yl)quinoline-3-carboxamide